6-Chloro-N-(2,4-dichlorophenyl)pyrido[3,4-d]pyrimidin-4-amine ClC1=CC2=C(N=CN=C2NC2=C(C=C(C=C2)Cl)Cl)C=N1